OC1=CC=NC2=CN=C(C=C12)C(=O)O 4-hydroxy-1,7-naphthyridine-6-carboxylic acid